tert-butyl 3-(6-methyl-3-(4-(methylcarbamoyl)phenyl)-4-oxo-3,4,5,6,7,8-hexahydropyrido[3,4-d]pyrimidin-2-yl)pyrrolidine-1-carboxylate CC1CC2=C(N=C(N(C2=O)C2=CC=C(C=C2)C(NC)=O)C2CN(CC2)C(=O)OC(C)(C)C)CN1